tert-butyl N-({4-[2-(2-aminopyridin-3-yl)-5-(pyridin-2-yl)imidazo[4,5-b]pyridin-3-yl]phenyl}methyl)carbamate NC1=NC=CC=C1C1=NC=2C(=NC(=CC2)C2=NC=CC=C2)N1C1=CC=C(C=C1)CNC(OC(C)(C)C)=O